(2S)-2-[(4S)-4-carboxy-4-[(5-{[(2,4-diamino-6-oxo-1,6-dihydropyrimidin-5-yl)carbamoyl]amino}pyridin-2-yl)formamido]butanamido]-pentanedioic acid C(=O)(O)[C@H](CCC(=O)N[C@H](C(=O)O)CCC(=O)O)NC(=O)C1=NC=C(C=C1)NC(NC1=C(N=C(NC1=O)N)N)=O